2,3,5-trimethylbenzyl alcohol CC1=C(CO)C=C(C=C1C)C